Cl.OC1=C2C(=CNC2=CC=C1)CCN(CC=C)C(C)C N-(2-(4-hydroxy-1H-indol-3-yl)ethyl)-N-isopropylprop-2-en-1-amine hydrochloride